(1s,3s)-1-(6-bromopyridin-3-yl)-3-(5-((2,4-dimethoxybenzyl)amino)-9-fluoro-7-methoxy-[1,2,4]triazolo[1,5-c]quinazolin-2-yl)cyclobutan-1-ol BrC1=CC=C(C=N1)C1(CC(C1)C1=NN2C(=NC=3C(=CC(=CC3C2=N1)F)OC)NCC1=C(C=C(C=C1)OC)OC)O